(2S,5R)-2-(N-(N-isopropylaminosulfonyl) formamidyl)-7-oxo-1,6-diazabicyclo[3.2.1]oct-6-ylsulfate C(C)(C)NS(=O)(=O)N(C=O)[C@@H]1N2C(N([C@H](CC1)C2)OS(=O)(=O)[O-])=O